BrCC(=O)C1=CC2=CC=CC=C2C=C1 2-bromo-1-(2-naphthyl)ethanone